C(C)(C)(C)OC(N(CC1=CC=C(C=C1)OC)C=1SC(=CN1)C1=CC=C(C=C1)C(NCC1=CC=CC=C1)=O)=O.O[C@@]1(C(N(CC1)C)=O)C1=CC(=NO1)C=1C=C(C=CC1)C1=CC(=CC(=N1)C(=O)N)C1=CN=CS1 (R)-6-(3-(5-(3-hydroxy-1-methyl-2-oxopyrrolidin-3-yl)isoxazol-3-yl)phenyl)-4-(thiazol-5-yl)picolinamide tert-butyl-(5-(4-(benzylcarbamoyl)phenyl)thiazol-2-yl)(4-methoxybenzyl)carbamate